FC(OC1=C(C=CC(=C1)F)[C@@H]1[C@H](O[C@]([C@H]1C)(C(F)(F)F)C)C(=O)NC1=CC(=NC=C1)C(=O)NC)F (2S,3R,4S,5R)-4-[[3-[2-(Difluoromethoxy)-4-fluorophenyl]-4,5-dimethyl-5-(trifluoromethyl)tetrahydrofuran-2-carbonyl]amino]-N-methyl-pyridin-2-carboxamid